(1-isopropylpiperidin-4-yl)-5-(piperidin-1-ylmethyl)-5,6-dihydro-1,4,2-dioxazine C(C)(C)N1CCC(CC1)C1=NOCC(O1)CN1CCCCC1